FC(C(=O)O)(F)F.FC(C(=O)O)(F)F.NC1=CC=C(C(=N1)C)CNC(=O)[C@H]1N(CCOC1)C(=O)[C@@H]1NC[C@H](C1)CC1=CC=CC=C1 (S)-N-((6-amino-2-methylpyridin-3-yl)methyl)-4-((2R,4S)-4-benzylpyrrolidine-2-carbonyl)morpholine-3-carboxamide bistrifluoroacetate